C1CC12CCN(CC2)C2=C(C(=O)O)C=CC(=C2)Br 2-(6-azaspiro[2.5]octan-6-yl)-4-Bromobenzoic acid